ClC=1N=CC(=NC1)C1=NN(C2=NN3C(C=CC(=C3)OCC)=C21)C2OCCCC2 (5-chloropyrazin-2-yl)-6-ethoxy-1-(tetrahydro-2H-pyran-2-yl)-1H-pyrazolo[3',4':3,4]pyrazolo[1,5-a]pyridine